CC(C)C(CC)N1C(OC=C1)C1=CC(=CC=C1)C1=CC(=NN1)C(NC(CC)CC)=O N-(2-methylpentan-3-yl)-2-(3-(3-(pentan-3-ylcarbamoyl)-1H-pyrazol-5-yl)phenyl)oxazole